FC1=CC2=C(NC(=N2)C2=CC(=NN2C)NC(=O)C=2C=CC(=NC2)N2[C@@H](CCC2)C(=O)OCC)C=C1 ethyl (2S)-1-[5-[[5-(5-fluoro-1H-benzimidazol-2-yl)-1-methyl-pyrazol-3-yl]carbamoyl]-2-pyridyl]pyrrolidine-2-carboxylate